FC1=C(C=CC(=C1)C(F)(F)F)COC1CN(C1)C(=O)N1CC(CC1)C1=CC=NN1 (+)-[3-[[2-Fluoro-4-(trifluoromethyl)phenyl]methoxy]azetidin-1-yl]-[3-(1H-pyrazol-5-yl)pyrrolidin-1-yl]methanone